C1(=CC=CC=C1)C1(CCNCC1)N 4-phenylpiperidine-4-amine